C(C)C(C(=O)OC=1OCC=C2C1N=CC=1C=CC=CC21)CC 2H-pyrano[3,4-c]isoquinolin-4-yl 2-ethylbutanoate